C(C1=CC=CC=C1)O[C@@H](C)C1CC(C1)=O (S)-3-(1-(benzyloxy)ethyl)cyclobutan-1-one